Cl.O=C1NCC[C@H]1C[C@H](N)C(=O)N 3-[(3S)-2-oxopyrrolidin-3-yl]L-alanyl-amine hydrochloride